C(C)(C)(C)OC(=O)N[C@@H](C(=O)OC)CI Methyl (S)-2-(tert-butoxycarbonylamino)-3-iodopropionate